BrC=1C(=NC(=NC1)N(CCC(=O)OC)C1CCC1)OC methyl 3-((5-bromo-4-methoxypyrimidin-2-yl) (cyclobutyl)amino)propanoate